N=1C=NN2C1C=CC(=C2)C=2N(N=C1C(N(CCC12)C1=CC=C(C=C1)O)=O)C1=NC(=CC=C1)C 3-([1,2,4]triazolo[1,5-a]pyridin-6-yl)-6-(4-hydroxyphenyl)-2-(6-methylpyridin-2-yl)-5,6-dihydro-2H-pyrazolo[3,4-c]pyridin-7(4H)-one